N,N-Dimethyl(2-phenoxyethyl)amine CN(C)CCOC1=CC=CC=C1